C(#N)C=1C=C(C=CC1F)NC(=O)C1=C(N(C(=C1C)C(C(=O)N[C@@H]1C[C@@H](C1)O)=O)C)C N-(3-cyano-4-fluorophenyl)-5-(2-((cis-3-hydroxycyclobutyl)amino)-2-oxoacetyl)-1,2,4-trimethyl-1H-pyrrole-3-carboxamide